CC1=C(OCC(=O)O)C=CC(=C1)SCC=1SC(=NN1)C1=CC(=C(C(=C1)F)F)F 2-(2-methyl-4-(((5-(3,4,5-trifluorophenyl)-1,3,4-thiadiazol-2-yl)methyl)thio)phenoxy)acetic acid